C1(CC1)C1=NC=NC(=C1C1=NC2=CC=CC=C2C(=N1)OCC1=CC=C(C=C1)C=1N(C=C(N1)C(F)(F)F)C)OC 2-(4-cyclopropyl-6-methoxypyrimidin-5-yl)-4-((4-(1-methyl-4-(trifluoromethyl)-1H-imidazol-2-yl)benzyl)oxy)quinazoline